tert-butyl (3S)-4-(6-chloro-1-(2,4-diisopropylpyridin-3-yl)-7-(6-fluorobenzofuran-7-yl)-2-oxo-1,2-dihydropyrido[2,3-d]pyrimidin-4-yl)-3-methylpiperazine-1-carboxylate ClC1=CC2=C(N(C(N=C2N2[C@H](CN(CC2)C(=O)OC(C)(C)C)C)=O)C=2C(=NC=CC2C(C)C)C(C)C)N=C1C1=C(C=CC=2C=COC21)F